N3,N3-dimethylcyclohexane-1,3-diamine CN(C1CC(CCC1)N)C